CC=1SC(=CC1C(=O)NC1=NC(=NS1)CC(C)N1CCN(CC1)C)C1=CC(=CC=C1)OC 2-Methyl-5-(3-methoxyphenyl)-N-(3-(2-(4-methylpiperazin-1-yl)propyl)-1,2,4-thiadiazole-5-yl)thiophene-3-carboxamide